C(C)C1=C(C=C(C(=O)O)C=C1)S(NC1=C(C=CC(=C1)S(=O)(=O)C)N1CC(C1)(C)O)(=O)=O 4-Ethyl-3-(N-(2-(3-hydroxy-3-methylazetidin-1-yl)-5-(methylsulfonyl)phenyl)sulfamoyl)benzoic acid